8-morpholinoimidazo[1,2-a]pyridin O1CCN(CC1)C=1C=2N(C=CC1)C=CN2